FC(C1=CC=C(C=C1)C1=CC=C(C=C1)[C@@H](CC(=O)O)C#CC)(F)F (R)-3-(4'-(trifluoromethyl)-[1,1'-biphenyl]-4-yl)hex-4-ynoic acid